C(CCCCCC\C=C\CC)[Mg]I (8E)-8-undecenyl-magnesium iodide